CC=1C=C(OC2=NC(=NN2C(C)C)NC2[C@H]3CN(C[C@@H]2CC3)C(=O)OC(C)(C)C)C=C(C1)C(F)(F)F tert-butyl (1R,5S,8s)-8-({5-[3-methyl-5-(trifluoromethyl)phenoxy]-1-(propan-2-yl)-1H-1,2,4-triazol-3-yl}amino)-3-azabicyclo[3.2.1]octane-3-carboxylate